1-[3-acetyl-6-[5-[[6-(trifluoromethyl)pyridazin-3-yl]amino]benzimidazol-1-yl]-2-pyridyl]-5-methyl-pyrazole-3-carbonitrile C(C)(=O)C=1C(=NC(=CC1)N1C=NC2=C1C=CC(=C2)NC=2N=NC(=CC2)C(F)(F)F)N2N=C(C=C2C)C#N